FC1=C2C3(CN(C2=CC=C1)C1=NC=CC2=C1N=C(N=C2)NC2CCN(CC2)S(=O)(=O)C)CCCC3 8-(4'-fluorospiro[cyclopentane-1,3'-indolin]-1'-yl)-N-(1-(methylsulfonyl)piperidin-4-yl)pyrido[3,4-d]pyrimidin-2-amine